1-chloro-3-(dodecyloxy)propan-2-ol ClCC(COCCCCCCCCCCCC)O